C(C)N1N=C(C2=C1C(NCC1(CCOCC1)C2)=O)CC(COC(=O)C=2N=C(SC2)C)(C)C 2-Methylthiazole-4-carboxylic acid [3-(1-ethyl-8-oxo-spiro[6,7-dihydro-4H-pyrazolo[3,4-c]azepin-5,4'-tetrahydropyran]-3-yl)-2,2-dimethyl-propyl] ester